ClC=1N=CC2=C(N1)N(C=C2F)C2=NC(=CC=C2)OC(F)F 2-Chloro-7-(6-(difluoromethoxy)pyridin-2-yl)-5-fluoro-7H-pyrrolo[2,3-d]pyrimidine